C(CCCCCCC(=O)[O-])(=O)OC(CCCCCCCC)CCCCCCCC (1-octylnonyl) octanedioate